N-(2-butoxy)phenyl-N'-(3-(1-hexylpiperidin-4-yl)pyrrolo[3,2-b]pyridin-5-yl)thiourea fumarate C(\C=C\C(=O)O)(=O)O.CC(CC)ON(C(=S)NC1=CC=C2C(=N1)C(=CN2)C2CCN(CC2)CCCCCC)C2=CC=CC=C2